C1=CC=CC=2C3=CC=CC=C3N(C12)C1=C(C#N)C(=C(C(=C1C#N)N1C2=CC=CC=C2C=2C=CC=CC12)N1C2=CC=CC=C2C=2C=CC=CC12)N1C2=CC=CC=C2C=2C=CC=CC12 2,4,5,6-Tetra-(9-carbazolyl)-isophthalonitril